2-((3S)-3-((S)-sec-butyl)-7-chloro-2-oxo-5-phenyl-2,3,4,5-tetrahydro-1H-benzo[e][1,4]diazepin-1-yl)-N-(thiophen-2-ylsulfonyl)acetamide [C@H](C)(CC)[C@@H]1NC(C2=C(N(C1=O)CC(=O)NS(=O)(=O)C=1SC=CC1)C=CC(=C2)Cl)C2=CC=CC=C2